FC=1C=2N(C=C(C1)C1=CNC=3N=C(N=CC31)NCCC(F)(F)F)C=CN2 5-(8-fluoroimidazo[1,2-a]pyridin-6-yl)-N-(3,3,3-trifluoropropyl)-7H-pyrrolo[2,3-d]pyrimidin-2-amine